C(C=C)(=O)N1[C@H](CN(C[C@H]1C)C1=NC(N2C3=C(C(=C(C=C13)C(F)(F)F)C1=C(C=C(C=C1)F)F)SC[C@@H]2CC)=O)C (3S)-7-((3S,5R)-4-acryloyl-3,5-dimethylpiperazin-1-yl)-10-(2,4-difluorophenyl)-3-ethyl-9-(trifluoromethyl)-2,3-dihydro-5H-[1,4]thiazino[2,3,4-ij]quinazolin-5-one